C(CC(O)(C(=O)[O-])CC(=O)[O-])(=S)[O-].[Na+].[Na+].[Na+] sodium thiocitrate